CSC=1N=CC2=C(N1)N(C(C=C2C#C[Si](C(C)C)(C(C)C)C(C)C)=O)C2COCC2 2-(methylsulfanyl)-8-(oxolan-3-yl)-5-[2-(triisopropylsilyl)ethynyl]pyrido[2,3-d]pyrimidin-7-one